CC=1C(CC(C1C)C)OC(CCl)OC chloroacetaldehyde methyl 2,3,4-trimethyl-2-cyclopentenyl acetal